C(C)OC([C@@H](NC(CCl)=O)C)=O N-chloroacetyl-alanine ethyl ester